Methyl 4-(oxazol-2-yl)-benzoate O1C(=NC=C1)C1=CC=C(C(=O)OC)C=C1